ClC1=CC=C(C=C1)N1N=C(C=C1)OCC1=C(C=CC=C1[N+](=O)[O-])CCO 2-[(N-p-chlorophenyl)-3-pyrazoloxymethyl]nitrobenzeneethanol